ClC=1C=C(OCCO)C=CC1C=1N(C2=NC=NC(=C2N1)OC1(CC1)C)CC1=NC=CC(=C1)C(F)(F)F 2-(3-chloro-4-(6-(1-methylcyclopropoxy)-9-((4-(trifluoromethyl)pyridin-2-yl)methyl)-9H-purin-8-yl)phenoxy)ethan-1-ol